C(C)(C)(CC)[Si](OCC)(OCC)C t-pentylmethyldiethoxysilane